1-(2,2,3,3-tetrafluoropropyl)-3-(4,4,5,5-tetramethyl-1,3,2-dioxaborolan-2-yl)-1H-pyrazole FC(CN1N=C(C=C1)B1OC(C(O1)(C)C)(C)C)(C(F)F)F